tert-butyl 2-(2-chloro-6-(4,4,5,5-tetramethyl-1,3,2-dioxaborolan-2-yl)pyridin-4-yl)-6-(trifluoromethyl)morpholine-4-carboxylate ClC1=NC(=CC(=C1)C1CN(CC(O1)C(F)(F)F)C(=O)OC(C)(C)C)B1OC(C(O1)(C)C)(C)C